(1R)-cis-4,6,6-Trimethylbicyclo[3.1.1]hept-3-en CC1=CC[C@H]2C([C@@H]1C2)(C)C